N1=CC=C(C2=CC=CC=C12)N1CCN(CC1)C(=O)C1CN(CC1)S(=O)(=O)C1=C(SC=C1)C(=O)[O-] 3-((3-(4-(quinolin-4-yl)piperazine-1-carbonyl)pyrrolidin-1-yl)sulfonyl)thiophene-2-carboxylate